ureido isobutyl-vinyl ether C(C(C)C)C=CONC(=O)N